C1(=CC=CC=C1)N(C1=CC=C(C=C1)C1=CC=2C(=C3N=C(C(=NC3=C3C2C=C(C=C3)C3=CC=C(C=C3)N(C3=CC=CC=C3)C3=CC=CC=C3)C#N)C#N)C=C1)C1=CC=CC=C1 7,10-bis(4-(diphenylamino)phenyl)dibenzo[f,H]quinoxaline-2,3-dinitrile